1-BROMO-3-CHLORO-2-FLUORO-5-IODOBENZENE BrC1=C(C(=CC(=C1)I)Cl)F